ClC=1C=C(C=C(C1)C(C)(C)C1=CC(=CC(=C1)OC(F)(F)F)OC(C)C)NC(=O)C1=CC2=C(S1)C=CC(=C2)CS(=O)(=O)C N-(3-Chloro-5-(2-(3-isopropoxy-5-(trifluoromethoxy)phenyl)propan-2-yl)phenyl)-5-((methylsulfonyl)methyl)benzo[b]thiophen-2-carboxamid